C(C)(=O)OC1=C(C=C(CCCCCOCCCCCC2=CC(=C(C=C2)OC(C)=O)OC)C=C1)OC 4-acetyloxy-3-methoxybenzyl-n-butylether